OC1=C(C=CC=C1)C1=CC(=CN=N1)N1CCC(CC1)(C(=O)N1CCC(CC1)(C(=O)OC)C)C1=CC=CC=C1 methyl 1-{1-[6-(2-hydroxyphenyl)pyridazin-4-yl]-4-phenylpiperidine-4-carbonyl}-4-methylpiperidine-4-carboxylate